7-[(3R)-3-hydroxypyrrolidin-1-yl]-3-({[(3S)-1-(6-methylpyridin-3-yl)piperidin-3-yl][(2-methylpyridin-4-yl)methyl]amino}methyl)-1-(propan-2-yl)-1,4-dihydroquinolin-4-one O[C@H]1CN(CC1)C1=CC=C2C(C(=CN(C2=C1)C(C)C)CN(CC1=CC(=NC=C1)C)[C@@H]1CN(CCC1)C=1C=NC(=CC1)C)=O